ClC=1C=C(C=C(C1)Cl)C1=CC=C(S1)CC(=O)N1CCC(CC1)C1=CC=C(C=C1)F 2-(5-(3,5-Dichlorophenyl)thiophen-2-yl)-1-(4-(4-fluorophenyl)piperidin-1-yl)ethan-1-on